C(C)(C)(C)[Si](C1=CC=CC=C1)(C1=CC=CC=C1)OCCI tert-butyl-(2-iodoethoxy)diphenylsilane